6-[4-(4-ethylpiperazine-1-ylmethyl)phenyl]-N-[1(R)-phenyl-ethyl]-7H-pyrrolo[2,3-D]pyrimidine C(C)N1CCN(CC1)CC1=CC=C(C=C1)C1=CC2=C(N(CN=C2)[C@H](C)C2=CC=CC=C2)N1